FC1(CCN(CC1)C1=CC(=NC2=CC(=CC=C12)O)CC)F 4-(4,4-difluoropiperidin-1-yl)-2-ethylquinolin-7-ol